4-hydroxy-3,5-di-tert-butylbenzylphosphonic acid OC1=C(C=C(CP(O)(O)=O)C=C1C(C)(C)C)C(C)(C)C